(3R,4R)-4-{[7-(3,5-difluoropyridin-2-yl)-5-fluoropyrrolo[2,1-f][1,2,4]triazin-2-yl]amino}-1-methanesulfonylpiperidin-3-ol FC=1C(=NC=C(C1)F)C1=CC(=C2C=NC(=NN21)N[C@H]2[C@@H](CN(CC2)S(=O)(=O)C)O)F